BrCC1COCC1 3-(bromomethyl)oxolane